9-[(2r,3r,4s,5r)-3,4-dihydroxy-5-(hydroxy)oxolan-2-yl]-1H-purin-6-one O[C@H]1[C@@H](O[C@H]([C@H]1O)O)N1C=2N=CNC(C2N=C1)=O